S1C(=C(C(=C1)C=O)C=O)C=1SC=CC1 bithiophene-dicarboxaldehyde